C(C1=CC=CC=C1)N1C(=NC=C1)C=1C=NC=C(C1)C=1OC(=NN1)C(F)F 3-(1-benzyl-1H-imidazol-2-yl)-5-[5-(difluoromethyl)-1,3,4-oxadiazol-2-yl]pyridine